methyl 1-[(2-chloro-5-fluorophenyl) methyl]-6-oxopiperidine-2-carboxylate ClC1=C(C=C(C=C1)F)CN1C(CCCC1=O)C(=O)OC